4-((S)-6-(2,6-difluoro-3,5-dimethoxyphenyl)-4,5,6,7-tetrahydro-1H-indazol-3-yl)tetrahydrofuran-3-amine FC1=C(C(=C(C=C1OC)OC)F)[C@H]1CCC=2C(=NNC2C1)C1C(COC1)N